C(C=C)(=O)N1CC(N(CC1)C1=NC(=NC=C1)C)=O 4-acryloyl-1-(2-methylpyrimidin-4-yl)piperazin-2-one